C(CC\C=C/C\C=C/C\C=C/C\C=C/C\C=C/C\C=C/CC)(=O)OC(CO\C=C/CCCCCCCCCCCCCC)COP1(OCCN1)=O 1-(((Z)-hexadec-1-en-1-yl)oxy)-3-((2-oxido-1,3,2-oxazaphospholidin-2-yl)oxy)propan-2-yl (4Z,7Z,10Z,13Z,16Z,19Z)-docosa-4,7,10,13,16,19-hexaenoate